ClC1=CC(=C(C=N1)C#CC=1C=NN(C1)C1CCN(CC1)C(C)=O)F 1-(4-(4-((6-chloro-4-fluoropyridin-3-yl)ethynyl)-1H-pyrazol-1-yl)piperidin-1-yl)ethan-1-one